5-[2-(hydroxymethyl)benzimidazol-1-yl]-1,3-dihydro-benzimidazol-2-one OCC1=NC2=C(N1C1=CC3=C(NC(N3)=O)C=C1)C=CC=C2